(m-tolyl)-1H-benzo[d]Imidazole-4-carboxamide C1(=CC(=CC=C1)N1C=NC2=C1C=CC=C2C(=O)N)C